F[Sb-](F)(F)(F)(F)F.C(C1=CC=CC=C1)C=1C(=C(C=CC1O)[SH+]C)CC1=CC=CC=C1 Dibenzylmethyl-p-hydroxyphenylsulfonium hexafluoroantimonate